rel-1-[(3S)-2,3-dihydrothieno[3,2-b]pyridin-3-yl]methylamine dihydrochloride Cl.Cl.S1C[C@H](C2=NC=CC=C21)CN |o1:4|